ClC1=CC=C(C=C1)[C@@]1(CN(CC1)C1COC1)NS(=O)(=O)C1=CC=C(C=C1)OC(F)(F)F (S)-N-(3-(4-chlorophenyl)-1-(oxetan-3-yl)pyrrolidin-3-yl)-4-(trifluoromethoxy)benzenesulfonamide